(S)-N-(1-((6-(2-Carbamoylpyrrolidin-1-yl)pyridin-3-yl)methyl)-1H-pyrazol-4-yl)-6-(3-chloro-6-(difluoromethyl)-2-fluorophenyl)pyrazine-2-carboxamide C(N)(=O)[C@H]1N(CCC1)C1=CC=C(C=N1)CN1N=CC(=C1)NC(=O)C1=NC(=CN=C1)C1=C(C(=CC=C1C(F)F)Cl)F